C(C)(C)(C)N(C(O)=O)CC(NS(=O)C(C)(C)C)C1C2CNCC12.BrC1=CC=C(CNC(=O)C=2SC(=CC2)S(=O)(=O)NC)C=C1 N-(4-bromobenzyl)-5-(N-methylaminosulfonyl)thiophene-2-carboxamide tert-butyl-(2-(exo-3-azabicyclo[3.1.0]hexan-6-yl)-2-((tert-butylsulfinyl)amino)ethyl)carbamate